(E)-3-(4-chlorophenyl)-1-phenyl-5-styryl-1H-pyrazole-4-carboxylic acid ethyl ester C(C)OC(=O)C=1C(=NN(C1\C=C\C1=CC=CC=C1)C1=CC=CC=C1)C1=CC=C(C=C1)Cl